Cyclobutanecarboxylic acid phosphonooxymethyl ester P(=O)(O)(O)OCOC(=O)C1CCC1